5-FLUORO-2-METHYLPYRIDINE-4-BORONIC ACID FC=1C(=CC(=NC1)C)B(O)O